5-fluoro-2-((4-fluoro-2-isopropylphenyl)-amino)benzoic acid FC=1C=CC(=C(C(=O)O)C1)NC1=C(C=C(C=C1)F)C(C)C